[1,3]dioxolo[4',5':4,5]benzo[1,2-c]phenanthridine C1=C2C=NC=3C4=C(C=CC3C2=CC=C1)C=C1C(=C4)OCO1